CC=1C=C(C=CC1NC1=NC=C(C(=N1)C=1C=NN(C1)C)C(F)(F)F)S(=O)(=O)Cl 3-Methyl-4-[[4-(1-methylpyrazol-4-yl)-5-(trifluoromethyl)pyrimidin-2-yl]amino]benzenesulfonyl chloride